C(C)(C)(C)OC(=O)N1CCC(CC1)C1=NC(=CC=C1)OCC1=CSC(=C1)C(C)=O 4-(6-((5-acetylthiophen-3-yl)methoxy)pyridin-2-yl)piperidine-1-carboxylic acid tert-Butyl ester